C(C)O[Si](CCCN(C)CCC[Si](OCC)(OCC)OCC)(OCC)OCC bis(3-triethoxysilylpropyl)N-methylamine